FC1=C(C=C(C(=O)O)C=C1)S(=O)(=O)Cl 4-fluoro-3-chlorosulfonyl-benzoic acid